di(3-formyl-bicyclo[1.1.1]pent-1-yl)carbamic acid tert-butyl ester C(C)(C)(C)OC(N(C12CC(C1)(C2)C=O)C21CC(C2)(C1)C=O)=O